5-chloro-2-[4-(2-methoxyethyl)piperazine-1-carbonyl]-7,8-dihydro-6H-spiro[[1,3]oxazolo[5,4-f]quinazoline-9,1'-cyclohexane]-7-one ClC=1C=C2C(=C3C1NC(NC31CCCCC1)=O)OC(=N2)C(=O)N2CCN(CC2)CCOC